3-(1H-indol-2-yl)-3'-methyl-4-pentyl-[1,1'-biphenyl]-2,6-diol N1C(=CC2=CC=CC=C12)C1=C(C(=C(C=C1CCCCC)O)C1=CC(=CC=C1)C)O